C(C=C)(=O)N1[C@@H]([C@H](OCC1)C1=CC(=NC(=C1)Cl)C1=CC(=NC(=C1OC)F)C(=O)NC)C 4-((2R,3R)-4-acryloyl-3-methylmorpholin-2-yl)-6-chloro-6'-fluoro-5'-methoxy-N-methyl-[2,4'-bipyridine]-2'-carboxamide